3-fluoro-4-((4-(2-fluoro-6-(2-oxopyrrolidin-1-yl)pyridin-3-yl)piperazin-1-yl)methyl)pyridin-2-ylurea FC=1C(=NC=CC1CN1CCN(CC1)C=1C(=NC(=CC1)N1C(CCC1)=O)F)NC(=O)N